FC(C1=CC=C(OCCC=2C=C3C(=CNC3=CC2)NS(=O)(=O)C2CCOCC2)C=C1)(F)F N-(5-(2-(4-(trifluoromethyl)phenoxy)ethyl)-1H-indol-3-yl)tetrahydro-2H-pyran-4-sulfonamide